racemic-1,2,3,4a,5,6,7,7a-octahydrocyclopenta[b]pyridin-4-one N1C2C(C(CC1)=O)CCC2